FC1=C(OC=2C=C(C=C3C=NN(C23)C)C(=O)N)C=CC(=C1)OCCC(=O)N1CCOCC1 7-[2-fluoro-4-(3-morpholino-3-oxo-propoxy)phenoxy]-1-methyl-indazole-5-carboxamide